butyl 4-(but-3-yn-1-yl)piperazine-1-carboxylate C(CC#C)N1CCN(CC1)C(=O)OCCCC